FC(C1=NC2=C(N1)C=CC=C2)(F)F 2-(trifluoromethyl)-1H-benzo[d]Imidazole